Methyl 5-bromo-1,2,4,5-tetrahydrobenzo[4,5]imidazo[1,2-d][1,4]oxazepine-9-carboxylate BrC1C=2N(CCOC1)C1=C(N2)C=CC(=C1)C(=O)OC